(3,5-dimethyl-4-(4-methylpiperazin-1-yl) phenyl)-3-(3-methyl-3-(methylsulfonyl) but-1-yn-1-yl)-1H-pyrrolo[2,3-b]pyridineformate CC=1C=C(C=C(C1N1CCN(CC1)C)C)OC(=O)C1=C(C=2C(=NC=CC2)N1)C#CC(C)(S(=O)(=O)C)C